1,2-bis(dimethylamino)propane ethyl-2-(2-ethoxy-2-oxoethyl)-6-hydroxynicotinate C(C)OC(C1=C(N=C(C=C1)O)CC(=O)OCC)=O.CN(CC(C)N(C)C)C